ClC=1C(=C(C=CC1)NC(=O)C1=CC(=CC=2NC(=NC21)NCC(=O)OC(C)(C)C)NC(=O)C2=C(C=CC=C2)C(F)(F)F)C tert-butyl N-{4-[(3-chloro-2-methylphenyl)carbamoyl]-6-({[2-(trifluoromethyl)phenyl]carbonyl}amino)-1H-benzimidazol-2-yl}glycinate